CC=1N=C(C2=C(N1)NC=C2)N 2-methyl-7H-pyrrolo[2,3-d]pyrimidin-4-amine